5-(3-((4-(4-amino-5-methoxy-2-(1-methyl-1H-pyrazol-4-yl)phenyl)piperazin-1-yl)methyl)pyrrolidin-1-yl)-2-(2,6-dioxopiperidin-3-yl)isoindoline-1,3-dione NC1=CC(=C(C=C1OC)N1CCN(CC1)CC1CN(CC1)C=1C=C2C(N(C(C2=CC1)=O)C1C(NC(CC1)=O)=O)=O)C=1C=NN(C1)C